N1C=C(C=2C1=NC=CC2)C=2C=NN(C2)C2(CCS(CC2)(=O)=O)CC(=O)NCC(F)(F)F 2-(4-(4-(1H-pyrrolo[2,3-b]pyridin-3-yl)-1H-pyrazol-1-yl)-1,1-dioxotetrahydro-2H-thiopyran-4-yl)-N-(2,2,2-trifluoroethyl)acetamide